CC1=CC(=C(S1)S)S 5-methylthiophene-2,3-dithiol